COC=1C=C2CCN(CC2=CC1OC)C(/C=C/C1=CC=C(OCCCCCC(=O)NO)C=C1)=O (E)-6-(4-(3-(6,7-dimethoxy-3,4-dihydroisoquinolin-2(1H)-yl)-3-oxoprop-1-en-1-yl)phenoxy)-N-hydroxyhexanamide